(S)-6-ethyl-3-((3-fluoro-5-(3-(2-(N-methylbut-2-ynamido)propanamido)propoxy)phenyl)amino)-5-((tetrahydro-2H-pyran-4-yl)amino)pyrazine-2-carboxamide C(C)C1=C(N=C(C(=N1)C(=O)N)NC1=CC(=CC(=C1)OCCCNC([C@H](C)N(C(C#CC)=O)C)=O)F)NC1CCOCC1